N-[5-(1H-benzimidazol-2-yl)-1H-pyrazol-3-yl]-3-chloro-4-(2-methoxyethylsulfanyl)benzamide N1C(=NC2=C1C=CC=C2)C2=CC(=NN2)NC(C2=CC(=C(C=C2)SCCOC)Cl)=O